FC(C1=C(C=C2CCCN(C2=C1)C1=NC(=CC2=CC=CC=C12)C(=O)OC)C=1C=NC=NC1)F methyl 1-(7-difluoromethyl-6-pyrimidin-5-yl-3,4-dihydro-2H-quinolin-1-yl)-isoquinoline-3-carboxylate